COC(=O)C=1N2C3=C(C=C(C=C3C(C1)=C=O)F)C(CC2)O 9-fluoro-7-hydroxy-1-carbonyl-6,7-dihydro-1H,5H-pyrido[3,2,1-ij]quinoline-3-carboxylic acid methyl ester